FC(C1=CC=C(C=C1)N1CC(CC=2C1=NC=CN2)CNC(OC(C)(C)C)=O)(F)F tert-butyl ((5-(4-(trifluoromethyl)phenyl)-5,6,7,8-tetrahydropyrido[2,3-b]pyrazin-7-yl)methyl)carbamate